BrC1=CC=C(C=C1)N1C(=CC=CC1=O)C=O 1-(4-bromophenyl)-6-oxo-1,6-dihydropyridine-2-carbaldehyde